(±)-(R)-9-((4-(Difluoromethoxy)phenyl)sulfonyl)-2-((R)-tetrahydro-2H-pyran-3-yl)-6-oxa-2,9-diazaspiro[4.5]decane FC(OC1=CC=C(C=C1)S(=O)(=O)N1CCO[C@@]2(CCN(C2)[C@H]2COCCC2)C1)F |r|